ClC=1C(=C(C(=CC1N1CC(CC1)(OC)C(C)(C)N(C)C)F)S(=O)(=O)N(CC1=CC=C(C=C1)OC)C1=NC(=CC=C1)F)F 3-chloro-4-(3-(2-(dimethylamino)propan-2-yl)-3-methoxypyrrolidin-1-yl)-2,6-difluoro-N-(6-fluoropyridin-2-yl)-N-(4-methoxybenzyl)benzenesulfonamide